1-[(1R,4R)-2-oxa-5-azabicyclo[2.2.1]hept-5-yl]propan-1-one [C@H]12OC[C@H](N(C1)C(CC)=O)C2